O[C@@H]1C[C@H](N(C1)C([C@H](C(C)C)NC(OC(C)(C)C)=O)=O)C(N[C@@H](CO)C1=CC=C(C=C1)C=1C=NC=NC1)=O tert-butyl ((S)-1-((2S,4R)-4-hydroxy-2-(((R)-2-hydroxy-1-(4-(pyrimidin-5-yl)phenyl)ethyl)carbamoyl)pyrrolidin-1-yl)-3-methyl-1-oxobutan-2-yl)carbamate